C(C)N(C(=O)N1C[C@@H](CC1)N1N=C(C=C1)NC=1SC(=CN1)C(=O)NC1=C(C(=CC=C1C)O)C)CC 2-[[1-[(3R)-1-(Diethylcarbamoyl)pyrrolidin-3-yl]pyrazol-3-yl]amino]-N-(3-hydroxy-2,6-dimethyl-phenyl)thiazole-5-carboxamide